methyl 2-((1RS,4RS,5SR)-5-((5-cyclopropyl-3-(2,6-dichlorophenyl) isoxazol-4-yl)methoxy)-2-azabicyclo[2.2.1]heptan-2-yl)-4-methylbenzo[d]thiazol-6-carboxylate C1(CC1)C1=C(C(=NO1)C1=C(C=CC=C1Cl)Cl)CO[C@@H]1[C@H]2CN([C@@H](C1)C2)C=2SC1=C(N2)C(=CC(=C1)C(=O)OC)C |r|